C(C)O[Si](CCCCCCCCCCN1N=CN=N1)(OCC)OCC 2-[10-(triethoxysilyl)decyl]-2H-tetrazole